[C@H]1(CC[C@H](CC1)C(=O)[O-])C(=O)OC monomethyl 1,4-trans-cyclohexanedicarboxylate